guaiacyl propionate CCC(=O)OC1=CC=CC=C1OC